2-(5-(6-chloro-4-(((1s,4s)-4-(2-hydroxypropan-2-yl)cyclohexyl)amino)pyridin-3-yl)pyrazin-2-yl)propan-2-ol ClC1=CC(=C(C=N1)C=1N=CC(=NC1)C(C)(C)O)NC1CCC(CC1)C(C)(C)O